C(C)(C)(C)OC(=O)N1C2=C(NC(C1)=O)C=NC=C2.FC=2C=CC(=C(C(=O)N(C)C(C)C)C2)N2C=C(C=1C2=CN=CC1)C1CNCCC1 5-fluoro-N-isopropyl-N-methyl-2-(3-(piperidin-3-yl)-1H-pyrrolo[2,3-c]pyridin-1-yl)benzamide tert-Butyl-3-oxo-2,4-dihydropyrido[3,4-b]pyrazine-1-carboxylate